BrC1=C2C=NN(C2=CC(=C1CCC1=CN=C(O1)[C@@H]([C@H]1CN(CCO1)C(=O)OC(C)(C)C)O[Si](C)(C)C(C)(C)C)Cl)C1OCCCC1 tert-Butyl (2R)-2-((1R)-(5-(2-(4-bromo-6-chloro-1-(tetrahydro-2H-pyran-2-yl)-1H-indazol-5-yl)ethyl)oxazol-2-yl)((tert-butyldimethylsilyl)oxy)methyl)morpholine-4-carboxylate